N-methyl-4-((6-(1-(1-methyl-1H-1,2,4-triazole-3-carbonyl)azetidin-3-yl)-[1,2,4]triazolo[1,5-a]pyridin-2-yl)amino)pyridazine-3-carboxamide CNC(=O)C=1N=NC=CC1NC1=NN2C(C=CC(=C2)C2CN(C2)C(=O)C2=NN(C=N2)C)=N1